C([O-])([O-])([O-])[O-] ortho-carbonate